FC(C(CC(=O)N)C)(F)F 4,4,4-trifluoro-3-methylbutyramide